tetraazanaphtho[1,8-ab]heptalene N1C2=CC=CC3=C2C(=NC=C2C=CC=CC=C32)N=N1